NC1=C(C=2C(=C(N=C(C2)C(F)(F)F)C)N1)C#N 2-amino-7-methyl-5-(trifluoromethyl)-1H-pyrrolo[2,3-c]pyridine-3-carbonitrile